ethyl 2,4-dimethyl-1-(4-methylphenyl)-1H-imidazole-5-carboxylate CC=1N(C(=C(N1)C)C(=O)OCC)C1=CC=C(C=C1)C